ClC=1C=2C(N=C3N(C2C=CC1)C1=CC(=CC=C1C31CCCCC1)N1CCC(CC1)CC=O)=O 2-(1-(4'-chloro-5'-oxo-5'H-spiro[cyclohexane-1,7'-indolo[1,2-a]quinazolin]-10'-yl)piperidin-4-yl)acetaldehyde